N-(1-(4-(benzylsulfanyl)-3-methylphenylamino)-1-oxo-3-phenylprop-2-yl)-4-fluorobenzamide C(C1=CC=CC=C1)SC1=C(C=C(C=C1)NC(C(CC1=CC=CC=C1)NC(C1=CC=C(C=C1)F)=O)=O)C